4-(3-benzhydrylguanidino)-N-(7-(hydroxyamino)-7-oxoheptyl)benzamide C(C1=CC=CC=C1)(C1=CC=CC=C1)NC(NC1=CC=C(C(=O)NCCCCCCC(=O)NO)C=C1)=N